ClC=1C=C(C=CC1F)C=1N=CN(C1C=1C=CC=2N(C1)C(=CN2)C#N)CCN2CCOCC2 6-(4-(3-chloro-4-fluorophenyl)-1-(2-morpholinoethyl)-1H-imidazol-5-yl)imidazo[1,2-a]pyridine-3-carbonitrile